NN1C=NC(=C2N3C(N=C12)N(C(N3C)=O)CCN3CCN(CC3)C3=CC(=C(C#N)C=C3)F)C=3OC=CC3 4-[4-[2-[5-Amino-8-(2-furyl)-1-methyl-2-oxo-[1,2,4]triazolo[5,1-f]purin-3-yl]ethyl]piperazin-1-yl]-2-fluoro-benzonitrile